1-[2-Chloro-4-(trifluoromethyl)phenyl]ethanamine ClC1=C(C=CC(=C1)C(F)(F)F)C(C)N